3-isopropylimidazo[1,2-a]pyridinium bromide [Br-].C(C)(C)C1=C[NH+]=C2N1C=CC=C2